C[C@H](C#C)NC([C@H](CC(C)(C)F)N[C@H](C(F)(F)F)C1=CC=C(C=C1)C1=CC=C(C=C1)S(=O)(=O)C)=O |&1:1| (S)-N-((R/S)-but-3-yn-2-yl)-4-fluoro-4-methyl-2-(((S)-2,2,2-trifluoro-1-(4'-(methylsulfonyl)-[1,1'-biphenyl]-4-yl)ethyl)amino)pentanamide